CC=1C=C(NC(=O)CC2=CC=C(OC(C(=O)O)(C)C)C=C2)C=C(C1)C 2-[4-{[(3,5-dimethylanilino)carbonyl]methyl}phenoxy]-2-methylpropanoic acid